N'-methylguanidine CNC(N)=N